6-([1,1'-biphenyl]-4-yloxy)-4-methyl-3-nitropyridine C1(=CC=C(C=C1)OC1=CC(=C(C=N1)[N+](=O)[O-])C)C1=CC=CC=C1